C(N)(=N)C1=CC=C(C=C1)COC1=C(C(=NN1C(=O)C=1SC=CC1)C1CN(CCC1)CC(=O)N1CCOCC1)C#N 3-{5-[(4-Carbamimidoylphenyl)methoxy]-4-cyano-1-(thiophen-2-carbonyl)-1H-pyrazol-3-yl}-1-[2-(morpholin-4-yl)-2-oxoethyl]piperidin